3-methyl-4-oxo-N-[(1s,4s)-4-{[6-chloro-2-(trifluoromethyl)quinolin-4-yl]amino}cyclohexyl]-3H,4H-imidazo[4,3-d][1,2,3,5]tetrazine-8-carboxamide CN1N=NC=2N(C1=O)C=NC2C(=O)NC2CCC(CC2)NC2=CC(=NC1=CC=C(C=C21)Cl)C(F)(F)F